OCC=1C=C(C=CC1)NC=1SC=CC1 2-(3-(hydroxymethyl)phenylamino)thiophen